C(C)(C)(C)OC(C1=CC(=NC(=C1)C(NC)=O)CC1=CC=C(C=C1)OC)=O 2-(4-methoxybenzyl)-6-(methylcarbamoyl)isonicotinic acid tert-butyl ester